(1r,4r)-N1-(7-chloro-2-(2,6-difluorophenyl)imidazo[2,1-f][1,2,4]triazin-4-yl)-N4-(2-methoxyethyl)cyclohexane-1,4-diamine ClC1=CN=C2C(=NC(=NN21)C2=C(C=CC=C2F)F)NC2CCC(CC2)NCCOC